FC(C1=CC(=NC=C1)C(=O)N)(F)F 4-(trifluoromethyl)pyridinecarboxamide